1-(3-((5-chloro-2-((3-ethyl-1-(1-ethylpiperidin-4-yl)-1H-pyrazol-4-yl)amino)pyrimidin-4-yl)amino)propyl)piperidin-2-one ClC=1C(=NC(=NC1)NC=1C(=NN(C1)C1CCN(CC1)CC)CC)NCCCN1C(CCCC1)=O